O[C@@H]1C[C@H](C1)C1=C2C(=NC=C1)N(N=C2C#N)C2=CC=C(C=C2)OC(F)(F)F 4-(trans-3-hydroxycyclobutyl)-1-(4-(trifluoromethoxy)phenyl)-1H-pyrazolo[3,4-b]pyridine-3-carbonitrile